4'-tert-butylbiphenyl C(C)(C)(C)C1=CC=C(C=C1)C1=CC=CC=C1